N-[4-methyl-3-(trifluoromethyl)phenyl]piperidine-3-carboxamide dihydrochloride Cl.Cl.CC1=C(C=C(C=C1)NC(=O)C1CNCCC1)C(F)(F)F